[Lu].COCCOCCC (1-(2-methoxyethoxy)propane) lutetium